C1(CCCC1)N1C(=CC2=C1N=CN=C2)C(=O)O 7-cyclopentyl-7H-pyrrolo[2,3-d]pyrimidine-6-carboxylic acid